5-bromo-3-(trifluoromethyl)-1H-pyrrolo[2,3-b]pyridine BrC=1C=C2C(=NC1)NC=C2C(F)(F)F